4-amino-N-(3-methylpyrazin-5-yl)benzenesulfonamide NC1=CC=C(C=C1)S(=O)(=O)NC=1N=C(C=NC1)C